C1(=C(C=C(C(=C1)C#CC1=CC=C(C(=O)O)C=C1)C#CC1=CC=C(C(=O)O)C=C1)C#CC1=CC=C(C(=O)O)C=C1)C#CC1=CC=C(C(=O)O)C=C1 4,4',4'',4'''-(benzene-1,2,4,5-tetrayltetrakis(ethyne-2,1-diyl))tetrabenzoic acid